ClC(C(=O)OCC)C1=CC=CC=C1 ethyl α-chlorophenylacetate